CC1(OB(OC1(C)C)C=1C=CC(=NC1)P(OC)(OC)=O)C dimethyl 5-(4,4,5,5-tetramethyl-1,3,2-dioxaborolan-2-yl)pyridin-2-ylphosphonate